(6-chloro-1H-pyrazolo[4,3-c]pyridin-3-yl)-3-fluoropyrrolidine-3-carbonitrile ClC1=CC2=C(C=N1)C(=NN2)N2CC(CC2)(C#N)F